ClC1=NC=NC(=C1)C=1N(N=NC1)C 4-chloro-6-(3-methyltriazol-4-yl)pyrimidine